3,4,5-triiodosalicylaldehyde IC1=C(C(C=O)=CC(=C1I)I)O